ClC=1C(=NC(=NC1)N[C@@H]1C[C@H]2[C@@H](O[C@@H]([C@H]1O)O2)C)C=2C=C(C1=C(N(C(=N1)C(C)(C)O)C(C)C)C2)F (1S,3R,4S,5R,7S)-3-((5-chloro-4-(4-fluoro-2-(2-hydroxypropan-2-yl)-1-isopropyl-1H-benzo[d]imidazol-6-yl)pyrimidin-2-yl)amino)-7-methyl-6,8-dioxabicyclo[3.2.1]octan-4-ol